[(6-chloropyridin-3-yl)methoxy]-(methylsulfanyl)methanethione ClC1=CC=C(C=N1)COC(=S)SC